C(C)(C)N1C(=NC(=C1)C(F)(F)F)C1=CC=C(C=C1)CN 1-[4-[1-isopropyl-4-(trifluoromethyl)imidazol-2-yl]phenyl]methylamine